NC1=C(C=CC(=C1)NCC1=CC=C(C=C1)C(F)(F)F)NC([C@H]([C@H](CCCCCCC)F)F)=O (2R,3S)-N-(2-Amino-4-((4-(trifluoromethyl)benzyl)amino)phenyl)-2,3-difluorodecanamid